3-((5-(5-(difluoromethyl)-1,3,4-oxadiazole-2-yl)pyridine-2-yl)methyl)-7-(2-fluorophenyl)-1-methylquinazoline-2,4(1H,3H)-dione FC(C1=NN=C(O1)C=1C=CC(=NC1)CN1C(N(C2=CC(=CC=C2C1=O)C1=C(C=CC=C1)F)C)=O)F